1-(3-hydroxypropyl)pyrrolidine OCCCN1CCCC1